5,6-bis(4-(9,9-dimethyl-9,10-dihydroacridin-10-yl)-phenyl)pyrazine-2,3-dicarbonitrile CC1(C2=CC=CC=C2N(C=2C=CC=CC12)C1=CC=C(C=C1)C=1N=C(C(=NC1C1=CC=C(C=C1)N1C=2C=CC=CC2C(C2=CC=CC=C12)(C)C)C#N)C#N)C